N1=CNCC2=CC=CC=C12 3,4-dihydro-quinazoline